FC(C=1C=C(C=C(C1)C(F)(F)F)C1=NN(C=C1)C1=C(N=CN1C)[N+](=O)[O-])(F)F 3-(3,5-bis(trifluoromethyl)phenyl)-1-(1-methyl-4-nitro-1H-imidazol-5-yl)-1H-pyrazole